2-diethylaminomethyl-2-ethyl-1,3-propanediol C(C)N(CC)CC(CO)(CO)CC